aspartic acid, hydrochloride Cl.N[C@@H](CC(=O)O)C(=O)O